17-hydroperoxy-docosapentaenoic acid O(O)C(CCCCCC=CC=CC=CC=CC=CC(=O)O)CCCCC